C(=O)(O)CC[Ge](O)=O (2-carboxyethyl-hydroxygermanium) oxide